N-(5-chloro-6-(2H-1,2,3-triazol-2-yl)pyridin-3-yl)-2,2'-diethyl-4'-fluoro-5-methyl-[1,1'-biphenyl]-4-carboxamide ClC=1C=C(C=NC1N1N=CC=N1)NC(=O)C1=CC(=C(C=C1C)C1=C(C=C(C=C1)F)CC)CC